C1(=CC=CC=C1)[O-].C1(=CC=CC=C1)C(CCCP)(C1=CC=CC=C1)C1=CC=CC=C1 triphenyl-butyl-phosphine phenolate